tetraethylammonium fluoride dihydrofluoride F.F.[F-].C(C)[N+](CC)(CC)CC